3-(thiazol-2-yl)propane-1-amine dihydrochloride Cl.Cl.S1C(=NC=C1)CCCN